6-(2-(2-methoxyethoxy)ethoxy)-N-phenyl-naphthalene-2-amine COCCOCCOC=1C=C2C=CC(=CC2=CC1)NC1=CC=CC=C1